(S)-2-((5-chloro-2-((7-(pyrrolidin-1-yl)-6,7,8,9-tetrahydro-5H-benzo[7]annulen-2-yl)amino)pyrimidin-4-yl)amino)nicotinic acid ClC=1C(=NC(=NC1)NC=1C=CC2=C(CC[C@H](CC2)N2CCCC2)C1)NC1=C(C(=O)O)C=CC=N1